[C@@H]1([C@H](O)[C@H](O)[C@@H](CO)O1)N1C=NC=2C(O)=NC=NC12 Anti-inosine